1-(6,7-dihydro-5H-benzo[6,7]cyclohepta[1,2-c]pyridazin-3-yl)-N3-(3-fluoro-4-(4-N-methylpiperidin-4-ylpiperazinyl)phenyl)-1H-1,2,4-triazole-3,5-diamine N1=NC(=CC2=C1C1=C(CCC2)C=CC=C1)N1N=C(N=C1N)NC1=CC(=C(C=C1)N1C(CN(CC1)C)C1CCNCC1)F